methyl 5-benzyl-3-((6-methylpicolinamido)methyl)-4,5-dihydroisoxazole-5-carboxylate C(C1=CC=CC=C1)C1(CC(=NO1)CNC(C1=NC(=CC=C1)C)=O)C(=O)OC